(E)-1-[4-(5,6-Dihydro-4H-1,3-thiazin-2-ylamino)phenyl]-3-(3-ethoxy-4-hydroxyphenyl)prop-2-en-1-one S1C(=NCCC1)NC1=CC=C(C=C1)C(\C=C\C1=CC(=C(C=C1)O)OCC)=O